(S,E)-4-(2-(3-(3-Chloro-2-fluoro-6-(1H-tetrazol-1-yl)phenyl)acrylamido)-3-(4-(3-(2-Methoxyethyl)ureido)phenyl)propionamido)benzoic acid ClC=1C(=C(C(=CC1)N1N=NN=C1)/C=C/C(=O)N[C@H](C(=O)NC1=CC=C(C(=O)O)C=C1)CC1=CC=C(C=C1)NC(=O)NCCOC)F